3-(4-ethanesulfonamidophenyl)-5-{[5-(trifluoromethyl)pyrazin-2-yl]amino}-1H-pyrazole-4-carboxamide C(C)S(=O)(=O)NC1=CC=C(C=C1)C1=NNC(=C1C(=O)N)NC1=NC=C(N=C1)C(F)(F)F